C(C)S(=O)(=O)C=1C=C2CN(C(C2=CC1)C(NC1=CC=C(C=C1)C(C(F)(F)F)(C(F)(F)F)O)=O)C(=O)OCC1C2=CC=CC=C2C=2C=CC=CC12 (9H-Fluoren-9-yl)methyl 5-(ethylsulfonyl)-1-((4-(1,1,1,3,3,3-hexafluoro-2-hydroxypropan-2-yl)phenyl)carbamoyl)isoindoline-2-carboxylate